NC=1N=C2N(C=C(C=C2)C=2C=C3C=CNC3=CC2)C1C(=O)[C@H]1[C@H](C1)F (2-amino-6-(1H-indol-5-yl)imidazo[1,2-a]pyridin-3-yl)((1S,2S)-2-fluorocyclopropyl)methanone